C(C)N(C1=C(C(=NC=N1)NC[C@@H]1[C@H](CN(CC1)C(C(=O)N)C1=CC=NC=C1)O)F)CC1=CC=C(C=C1)C(F)(F)F ((3R,4R)-4-(((6-(Ethyl(4-(trifluoromethyl)benzyl)amino)-5-fluoropyrimidin-4-yl)amino)methyl)-3-hydroxypiperidin-1-yl)-2-(pyridin-4-yl)acetamide